ε-D-prolyl-L-lysine N1[C@H](CCC1)C(=O)C(CCC[C@H](N)C(=O)O)N